1-Methyl-3-dimethylbenzylsilyl-inden CC1C=C(C2=CC=CC=C12)[Si](CC1=CC=CC=C1)(C)C